8-(1-(but-2-ynyl)piperidin-4-yl)-2-(4-(4-fluorophenoxy)phenyl)-5,6,7,8-tetrahydroimidazo[1,2-b]pyridazine-3-carboxamide C(C#CC)N1CCC(CC1)C1C=2N(NCC1)C(=C(N2)C2=CC=C(C=C2)OC2=CC=C(C=C2)F)C(=O)N